tert-butyl (3R,5S)-3-azido-5-methoxypiperidine-1-carboxylate N(=[N+]=[N-])[C@H]1CN(C[C@H](C1)OC)C(=O)OC(C)(C)C